1-(6-chloro-4-((4-(1-methyl-1H-1,2,4-triazol-3-yl)-2-(methylsulfonyl)phenyl)amino)pyridin-3-yl)propan-1-one ClC1=CC(=C(C=N1)C(CC)=O)NC1=C(C=C(C=C1)C1=NN(C=N1)C)S(=O)(=O)C